(S)-1-(5-((2-(trifluoromethyl)phenyl)thio)pyrazin-2-yl)-4'H,6'H-spiro[piperidine-4,5'-pyrrolo[1,2-b]pyrazol]-4'-amine FC(C1=C(C=CC=C1)SC=1N=CC(=NC1)N1CCC2([C@@H](C=3N(N=CC3)C2)N)CC1)(F)F